carbon silicon-manganese-molybdenum-vanadium [V].[Mo].[Mn].[Si].[C]